CC(C)(C)C1(C(C(C=C(C1)CC1=CC(=C(C(=C1)C(C)(C)C)O)C(C)(C)C)(C(C)(C)C)C(C)(C)C)O)C(C)(C)C 2,6-bis(1,1-dimethylethyl)-4,4'-methylenebis(2,6-di-tert-butylphenol)